CC[C@H]1CC[C@H]2[C@@H]3CC[C@@H]4CCCC[C@]4(C)[C@H]3CC[C@]12C 5beta-Pregnane